Mevalonic Acid Sodium Salt [Na+].C(C[C@@](O)(C)CCO)(=O)[O-]